C1(=CC=CC=C1)C1=C(C=C(C=C1)C1=CC=CC=C1)C1=CC(=C2C=CC(=C3C4=CC=C(C5=CC=CC(C1=C23)=C45)I)C4=CC=CC=C4)I 1-([1,1':4',1''-terphenyl]-2'-yl)-3,9-diiodo-6-phenylperylene